Cl.C1(CCCC1)N(C1=NC=C(C=N1)C1=C2C=C(C(=CC2=CC2=C1C(OC2)=O)OC)OC)CCC 9-(2-(cyclopentyl(propyl)amino)pyrimidin-5-yl)-6,7-dimethoxynaphtho[2,3-c]furan-1(3H)-one hydrochloride